FC=1N=CC2=CC=C(C=C2C1)C1=CN=C(S1)N 5-(3-fluoroisoquinolin-6-yl)thiazol-2-amine